N-(7-(1-Benzylpiperidin-3-yl)pyrazolo[1,5-a]pyrimidin-2-yl)-N1-methylethane-1,2-diamine C(C1=CC=CC=C1)N1CC(CCC1)C1=CC=NC=2N1N=C(C2)N(CCN)C